FC(F)(F)[B-](F)(F)F.[Li+] lithium (trifluoromethyl)trifluoroborate